N-[3,5-bis-(2,2-dimethyl-propionylamino)-phenyl]-2,2-dimethylpropionamide CC(C(=O)NC=1C=C(C=C(C1)NC(C(C)(C)C)=O)NC(C(C)(C)C)=O)(C)C